tert-butyl 4-[2-methyl-7-({2-methyl-5H,6H,7H,8H-imidazo[1,2-a]pyridin-6-yl} carbamoyl)indazol-4-yl]piperazine-1-carboxylate CN1N=C2C(=CC=C(C2=C1)N1CCN(CC1)C(=O)OC(C)(C)C)C(NC1CCC=2N(C1)C=C(N2)C)=O